4-(2-azidoethyl)aniline N(=[N+]=[N-])CCC1=CC=C(N)C=C1